ethyleneglycol bis(sulfosuccinimidyl succinate) (disulfosuccinimidyl tartrate) S(=O)(=O)(O)OC(C(C(=O)O)(OS(=O)(=O)O)N1C(CCC1=O)=O)C(=O)O.S(=O)(=O)(O)C(C(=O)O)(CC(=O)O)N1C(CCC1=O)=O.S(=O)(=O)(O)C(C(=O)O)(CC(=O)O)N1C(CCC1=O)=O.C(CO)O